FC1=CC(=CC2=C1OCO2)C=2C=C1C(=NC2)N(N=C1NC(=O)C1=CC=NN1C)CCC(C)(C)O N-(5-(7-fluorobenzo[d][1,3]dioxol-5-yl)-1-(3-hydroxy-3-methylbutyl)-1H-pyrazolo[3,4-b]pyridin-3-yl)-1-methyl-1H-pyrazole-5-carboxamide